C1(CC1)C1=C(C=C(C(=O)O)C=C1)OCCF 4-cyclopropyl-3-(2-fluoroethoxy)benzoic acid